CCCCCCCCCCCCCCCCOC[C@H](CO)OC 1-O-hexadecyl-2-O-methyl-sn-glycerol